BrC(CN)CBr 2,3-dibromopropan-1-amine